N-((1S)-1-(6-((5-chloro-2,3-dihydro-1H-inden-2-yl)amino)pyridin-3-yl)-2,2,2-trifluoroethyl)-N-methyltetrahydro-2H-thiopyran-4-carboxamide 1,1-dioxide ClC=1C=C2CC(CC2=CC1)NC1=CC=C(C=N1)[C@@H](C(F)(F)F)N(C(=O)C1CCS(CC1)(=O)=O)C